3-Anilino-2-methyl-propan N(C1=CC=CC=C1)CC(C)C